C(C)C(C(=O)O)=C.C(C=C)(=O)O monoacrylate (Ethyl acrylate)